2-(6-(3-(Difluoromethyl)-4-fluorophenyl)-1H-pyrazolo[4,3-b]pyridin-1-yl)-1-(pyridin-3-yl)ethan-1-one FC(C=1C=C(C=CC1F)C=1C=C2C(=NC1)C=NN2CC(=O)C=2C=NC=CC2)F